(R)-2-methyl-N-(4-methyl-3-(((R)-1-(naphthalen-1-yl)ethyl)carbamoyl)phenyl)piperidine-2-carboxamide 2,2,2-trifluoroacetate FC(C(=O)O)(F)F.C[C@]1(NCCCC1)C(=O)NC1=CC(=C(C=C1)C)C(N[C@H](C)C1=CC=CC2=CC=CC=C12)=O